cyclopropyl-(2-(6-(5-fluoro-4-hydroxy-2-(methyl-d3)phenyl)-1H-indazol-3-yl)-4,6-dihydropyrrolo[3,4-d]imidazol-5(1H)-yl)methanone C1(CC1)C(=O)N1CC=2NC(=NC2C1)C1=NNC2=CC(=CC=C12)C1=C(C=C(C(=C1)F)O)C([2H])([2H])[2H]